C(CC)(=O)C1CCC(CC1)NC(CC)=O N-[(1s,4s)-4-propanoylcyclohexyl]propanamide